N-(2-(dicyclopropylmethyl)-3-oxoisoindolin-4-yl)-2,3-dihydrobenzofuran-7-carboxamide C1(CC1)C(N1CC2=CC=CC(=C2C1=O)NC(=O)C1=CC=CC=2CCOC21)C2CC2